C1(CCCC1)OC1=C(C=C(C=O)C=C1)OC 4-(cyclopentyloxy)-3-methoxybenzaldehyde